N-(4-(3-chloro-4-(trifluoromethyl)phenyl)but-3-yn-2-yl)piperazine-1-carboxamide hydrochloride Cl.ClC=1C=C(C=CC1C(F)(F)F)C#CC(C)NC(=O)N1CCNCC1